COP(OC)(=O)CCCl 2-Chloroethanephosphonic acid dimethyl ester